3-(5-(((1R,2R)-2-(((3,3-difluorocyclobutyl)methyl)amino)cyclohexyl)oxy)-1-oxoisoindolin-2-yl)piperidine-2,6-dione FC1(CC(C1)CN[C@H]1[C@@H](CCCC1)OC=1C=C2CN(C(C2=CC1)=O)C1C(NC(CC1)=O)=O)F